(R and S)-2-(2,2-dimethyl-6-(trifluoromethyl)-morpholino)-N-(2-sulfamoylpyridin-4-yl)-5-(trifluoromethyl)nicotinamide potassium [K].CC1(O[C@H](CN(C1)C1=C(C(=O)NC2=CC(=NC=C2)S(N)(=O)=O)C=C(C=N1)C(F)(F)F)C(F)(F)F)C |r|